(1r,4r)-N-(5-hydroxypyridin-2-yl)-4-phenylcyclohexane-1-carboxamide OC=1C=CC(=NC1)NC(=O)C1CCC(CC1)C1=CC=CC=C1